O1[14CH]=C(C(=O)C=2C(O)=CC(O)=CC12)C1=CC=C(O)C=C1 [14C]Genistein